O=C1NC(CCC1C1=C(C=C(C=C1F)N1CC(C1)NC(=O)NC1=CC=C(C=C1)C1=NC=CC=C1)F)=O 1-(1-(4-(2,6-dioxopiperidin-3-yl)-3,5-difluorophenyl)azetidin-3-yl)-3-(4-(pyridin-2-yl)phenyl)urea